N-acetylenyl-phenyl-acrylamide C(#C)NC(C(=C)C1=CC=CC=C1)=O